BrCCCOC1=CC=C(C=C1)C(C=CC1=CC(=CC=C1)OC)=O 1-(4-(3-bromopropyloxy)phenyl)-3-m-methoxyphenyl-2-propen-1-one